N-(1-methylindazol-7-yl)-6-{5H,6H,7H-pyrazolo[3,2-b][1,3]oxazin-3-yl}pyridine-3-sulfonamide CN1N=CC2=CC=CC(=C12)NS(=O)(=O)C=1C=NC(=CC1)C=1C=NN2C1OCCC2